8-(vinylsulfonyl)-4-((5-(naphthalen-1-yl)furan-2-yl)methyl)-1-thia-4,8-diazaspiro[4.5]decan-3-one C(=C)S(=O)(=O)N1CCC2(N(C(CS2)=O)CC=2OC(=CC2)C2=CC=CC3=CC=CC=C23)CC1